4-((5-([1,2,4]triazolo[4,3-a]pyridin-6-yl)-7H-pyrrolo[2,3-d]pyrimidin-2-yl)amino)-1-ethylcyclohexan-1-ol N=1N=CN2C1C=CC(=C2)C2=CNC=1N=C(N=CC12)NC1CCC(CC1)(O)CC